2-{[(2S)-1,4-dioxan-2-yl]methyl}-N-[2-(pyrazin-2-yl)ethyl]-8-(trifluoromethyl)-4,5-dihydro-2H-furo[2,3-g]indazole-7-carboxamide O1[C@H](COCC1)CN1N=C2C3=C(CCC2=C1)OC(=C3C(F)(F)F)C(=O)NCCC3=NC=CN=C3